Sorbitol Tetraacrylat C(C=C)(=O)O.C(C=C)(=O)O.C(C=C)(=O)O.C(C=C)(=O)O.OC[C@H](O)[C@@H](O)[C@H](O)[C@H](O)CO